N1C(=NC2=C1C=CC=C2)C2=CC=C(NNC(CC(C)C)C)C=C2 4-(1H-benzo[d]imidazol-2-yl)-N-(1,3-dimethylbutylamino)aniline